ClCCOCCOCCCl 1,2-bis-(Chloroethoxy)-Ethan